((2S,3S)-3-benzyl-1,4-dioxaspiro[4.4]non-2-yl)methanol C(C1=CC=CC=C1)[C@H]1[C@@H](OC2(O1)CCCC2)CO